4-Cyclopropyl-6-[[(3R)-1-ethyl-3-piperidyl]amino]-3-[2-hydroxy-4-(trifluoromethyl)phenyl]-1,2,4-triazin-5-on C1(CC1)N1C(=NN=C(C1=O)N[C@H]1CN(CCC1)CC)C1=C(C=C(C=C1)C(F)(F)F)O